3-fluoro-2-hydrazineyl-5-nitropyridine FC=1C(=NC=C(C1)[N+](=O)[O-])NN